O1C2=C(OCC1)C(=CC=C2)/C=C/C(=O)NC(CC2=CC=CC=C2)CN2N=CN=C2 (E)-3-(2,3-dihydrobenzo[b][1,4]dioxin-5-yl)-N-(1-phenyl-3-(1H-1,2,4-triazol-1-yl)propan-2-yl)acrylamide